2-(o-tolyl)-1H-indol-5-ol C1(=C(C=CC=C1)C=1NC2=CC=C(C=C2C1)O)C